(S)-1-chloro-7,8-dihydro-6H-spiro[isoquinoline-5,4'-oxazolidine] ClC1=NC=CC2=C1CCC[C@]21NCOC1